1-(4-bromophenyl)-2-fluoro-ethanone BrC1=CC=C(C=C1)C(CF)=O